styryl-(trimethoxy)silane C(=CC1=CC=CC=C1)[Si](OC)(OC)OC